2-(2-hydroxy-4-diethylaminophenyl)-2H-benzotriazole OC1=C(C=CC(=C1)N(CC)CC)N1N=C2C(=N1)C=CC=C2